[Si](C)(C)(C(C)(C)C)NS(=O)(=N)C1=NN(C=C1F)C(F)F N-(tert-butyldimethylsilyl)-1-(difluoromethyl)-4-fluoro-1H-pyrazole-3-sulfonimidamide